O=C1N(CCC(N1)=O)C1=CC(=C(C=C1)C1CCN(CC1)C(=O)OC(C)(C)C)OS(=O)(=O)C tert-butyl 4-[4-(2,4-dioxohexahydropyrimidin-1-yl)-2-methylsulfonyloxy-phenyl]piperidine-1-carboxylate